3-((R)-3-(1-(1-((R)-1-(2,4-dichlorophenyl)ethyl)-1H-[1,2,3]triazolo[4,5-b]pyrazin-6-yl)azetidin-3-yl)piperidin-1-yl)thietane 1,1-dioxide ClC1=C(C=CC(=C1)Cl)[C@@H](C)N1N=NC=2C1=NC(=CN2)N2CC(C2)[C@@H]2CN(CCC2)C2CS(C2)(=O)=O